COC1=CC=2N(C=C1)C(=CN2)C2=CC(=NC=N2)NCC=2C=NC(=CC2)C2=NN(N=C2)C [6-(7-methoxy-imidazo[1,2-a]pyridin-3-yl)-pyrimidin-4-yl]-[6-(2-methyl-2H-[1,2,3]triazol-4-yl)-pyridin-3-ylmethyl]-amine